C(#N)C1=CC=C2C=3C(C4=C(C(C3NC2=C1)(C)C)C=C(C(=C4)CC)C=4C=NN(C4)CC(=O)N(C)C)=O 2-(4-(3-cyano-9-ethyl-6,6-dimethyl-11-oxo-6,11-dihydro-5H-benzo[b]carbazol-8-yl)-1H-pyrazol-1-yl)-N,N-dimethylacetamide